6-{[(1R,2R)-2-Hydroxycyclohexyl]amino}-8-{[6-(propan-2-yloxy)-5-(pyrrolidin-1-carbonyl)pyridin-2-yl]amino}imidazo[1,2-b]pyridazin-3-carbonitril O[C@H]1[C@@H](CCCC1)NC=1C=C(C=2N(N1)C(=CN2)C#N)NC2=NC(=C(C=C2)C(=O)N2CCCC2)OC(C)C